1-(methylsulfonyl)piperidine-4-one CS(=O)(=O)N1CCC(CC1)=O